N-(2-Fluorophenyl)-2-(((2-(trifluoromethyl)pyridin-4-yl)oxy)methyl)-1H-benzo[d]imidazol-5-amine FC1=C(C=CC=C1)NC1=CC2=C(NC(=N2)COC2=CC(=NC=C2)C(F)(F)F)C=C1